C(C)(C)(C)C1C(CC12CCN(CC2)C(=O)OC2(CCN(CC2)C2=NC=CC(=N2)C)C2=CC=C(C=C2)F)COS(=O)(=O)C 4-(4-fluorophenyl)-1-(4-methylpyrimidin-2-yl)piperidin-4-ol Tert-butyl-2-(methylsulfonyloxymethyl)-7-azaspiro[3.5]nonane-7-carboxylate